1-(6-(1-(3-((4-((5-(chlorodifluoromethoxy)pyrimidin-2-yl)amino)piperidin-1-yl)sulfonyl)benzyl)piperidin-4-yl)-1-methyl-1H-indazol-3-yl)dihydropyrimidine-2,4(1H,3H)-dione ClC(OC=1C=NC(=NC1)NC1CCN(CC1)S(=O)(=O)C=1C=C(CN2CCC(CC2)C2=CC=C3C(=NN(C3=C2)C)N2C(NC(CC2)=O)=O)C=CC1)(F)F